CC(C=O)(CCCCCCC)C 2,2-DIMETHYLNONANAL